FC1=C(C(=C(C(=C1F)C(=O)[O-])F)F)C(=O)[O-] 2,3,5,6-tetrafluoro-1,4-benzenedicarboxylate